(S)-1-(4-chlorophenyl-carbamoyl)pyrrolidine-2-carboxylic acid ClC1=CC=C(C=C1)NC(=O)N1[C@@H](CCC1)C(=O)O